6-nitro-chromone-3-formaldehyde [N+](=O)([O-])C=1C=C2C(C(=COC2=CC1)C=O)=O